ClC1=NC=C(C(=N1)NCC1=CC=C(C=C1)N1N=C(C=C1C)C(F)(F)F)OC 2-chloro-5-methoxy-N-({4-[5-methyl-3-(trifluoromethyl)-1H-pyrazol-1-yl]phenyl}methyl)-pyrimidin-4-amine